ClC1=C2C(=C(N=N1)N(C)C)N=C(C=C2)C(F)(F)F 5-chloro-N,N-dimethyl-2-(trifluoromethyl)pyrido[2,3-d]Pyridazin-8-amine